2-(4-hydroxy-2-methylquinazolin-6-yl)-7-(piperazin-1-yl)-4H-pyrido[1,2-a]pyrimidin OC1=NC(=NC2=CC=C(C=C12)C=1N=C2N(CC1)C=C(C=C2)N2CCNCC2)C